O1COC2=C1C=CC(=C2)NC=2C1=C(N=CN2)N(C=C1)CC1=CC(=CC(=C1)OC)OC N-(benzo[d][1,3]dioxol-5-yl)-7-(3,5-dimethoxybenzyl)-7H-pyrrolo[2,3-d]pyrimidin-4-amine